C1(=CC=C(C=C1)N(C1=CC=2C(C3=CC=CC=C3C2C=C1)(C)C)C1=CC=C(C=C1)C=1C=CC=2N(C3=CC=CC=C3C2C1)C1=CC=CC=C1)C1=CC=CC=C1 N-(1,1'-biphenyl-4-yl)-N-[4-(9-phenyl-9H-carbazol-3-yl)phenyl]-9,9-dimethyl-9H-fluoren-2-amine